NC=1C=CC(=C(C1)N1N=CC=2CN(CCC21)C(=O)OC(C)(C)C)OC tert-butyl 1-(5-amino-2-methoxyphenyl)-1H,4H,5H,6H,7H-pyrazolo[4,3-c]pyridine-5-carboxylate